(1R,2S)-(2-(3,4-difluorophenyl)cyclopropyl)carbamic acid tert-butyl ester C(C)(C)(C)OC(N[C@H]1[C@@H](C1)C1=CC(=C(C=C1)F)F)=O